(S)-7-(3-hydroxy-3-methylbut-1-yn-1-yl)-5-methyl-3-(tritylamino)-2,3-dihydrobenzo[b][1,4]Oxazepine OC(C#CC1=CC2=C(OC[C@H](CN2C)NC(C2=CC=CC=C2)(C2=CC=CC=C2)C2=CC=CC=C2)C=C1)(C)C